OCC(Br)(Br)Br tribromoethanol